(S)-4-(1-(2-((6-methoxynaphthalen-2-yl)ethynyl)-4,7-dihydro-5H-thieno[2,3-c]pyran-3-carboxamido)ethyl)benzoic acid COC=1C=C2C=CC(=CC2=CC1)C#CC1=C(C2=C(COCC2)S1)C(=O)N[C@@H](C)C1=CC=C(C(=O)O)C=C1